(2,2-dimethyl-1,3-dioxolan-4-yl)-methanol CC1(OCC(O1)CO)C